1,4-bis[3-tridecyloxy-2-hydroxy-propylamino]benzene C(CCCCCCCCCCCC)OCC(CNC1=CC=C(C=C1)NCC(COCCCCCCCCCCCCC)O)O